C(C1=CC=CC=C1)N1[C@@H]([C@@H](CC1)NC(C1=C(C=C(C(=C1)Cl)NC)OC)=O)C N-[(2R,3R)-1-benzyl-2-methylpyrrolidin-3-yl]-5-chloro-2-methoxy-4-(methylamino)benzamide